2-cyclohexyl-2-(phenethyl)-1,3-diisopentyloxypropane C1(CCCCC1)C(COCCC(C)C)(COCCC(C)C)CCC1=CC=CC=C1